FC=1C(=CC=2N(C(C(=C(N2)C(F)(F)F)C=2C=NN(C2)CCC(F)(F)F)=O)C1)OC 7-fluoro-8-methoxy-2-(trifluoromethyl)-3-[1-(3,3,3-trifluoropropyl)-1H-pyrazol-4-yl]-4H-pyrido[1,2-a]pyrimidin-4-one